Methyl-(S,E)-(7-(dimethylamino)-1-((1-((4-fluoro-7-isobutyl-1H-pyrrolo[2,3-c]pyridin-2-yl)methyl)-2-oxo-1,2-dihydropyridin-3-yl)amino)-1,7-dioxohept-5-en-2-yl)carbamat COC(N[C@H](C(=O)NC=1C(N(C=CC1)CC1=CC=2C(=C(N=CC2F)CC(C)C)N1)=O)CC\C=C\C(=O)N(C)C)=O